3-glycidoxypropyl-ethoxydimethylsilane C(C1CO1)OCCC[Si](C)(C)OCC